tert-butyl (R)-3-((7-(2-(methoxymethoxy)-4-(trifluoromethyl)phenyl)-2-methylpyrazolo[1,5-d][1,2,4]triazin-4-yl)amino)piperidine-1-carboxylate COCOC1=C(C=CC(=C1)C(F)(F)F)C1=NN=C(C=2N1N=C(C2)C)N[C@H]2CN(CCC2)C(=O)OC(C)(C)C